C[Si](C)(C)C#CC1=CC=C(C=C1)C#C[Si](C)(C)C 1,4-bis(trimethylsilylethynyl)benzene